C(CCCCCCC)OCOCCCC(C)Br 4-bromopentyl octyloxymethyl ether